BrC1=NN2C(N=C(N=C2NCCC2=CNC3=CC=CC=C23)C=2C=NC=C(C2)F)=C1 bromo-2-(5-fluoro-3-pyridinyl)-N-[2-(1H-indol-3-yl)ethyl]Pyrazolo[1,5-a][1,3,5]Triazin-4-amine